6-(morpholinomethyl)-5-(trifluoromethyl)pyridin-3-amine O1CCN(CC1)CC1=C(C=C(C=N1)N)C(F)(F)F